azidononaethylene glycol N(=[N+]=[N-])C(COCCOCCOCCOCCOCCOCCOCCOCCO)O